C1(CCC1)C=1N(C2=C(C=NC=C2N)N1)C 2-cyclobutyl-1-methyl-1H-imidazo[4,5-c]pyridin-7-amine